7,9-difluoro-4,4-dimethyl-4,5-dihydrotetrazolo[1,5-a]quinoxaline FC=1C=C2NC(C=3N(C2=C(C1)F)N=NN3)(C)C